4-(2-(((tert-butoxycarbonyl)amino)ethyl)phenoxy)-4-oxobutyric acid C(C)(C)(C)OC(=O)NCCC1=C(OC(CCC(=O)O)=O)C=CC=C1